N-(4-amino-1-((2-(trimethylsilyl)ethoxy)methyl)-1H-pyrazolo[4,3-c]pyridin-7-yl)-2-((2R,5S)-5-methyl-2-(3,4,5-trifluorophenyl)piperidin-1-yl)-2-oxoacetamide NC1=NC=C(C2=C1C=NN2COCC[Si](C)(C)C)NC(C(=O)N2[C@H](CC[C@@H](C2)C)C2=CC(=C(C(=C2)F)F)F)=O